((1S,5S)-9,9-dimethyl-6-(1-methyl-1H-indazol-5-yl)-3,6-diazabicyclo[3.2.2]nonan-3-yl)(1,1-dioxidothio-morpholino)methanone CC1(C[C@@H]2CN(C[C@H]1N(C2)C=2C=C1C=NN(C1=CC2)C)C(=O)N2CCS(CC2)(=O)=O)C